4-(4'-(Aminomethyl)-[1,1'-biphenyl]-4-yl)-N-(4-hydroxyphenyl)butanamide NCC1=CC=C(C=C1)C1=CC=C(C=C1)CCCC(=O)NC1=CC=C(C=C1)O